sodium-cobalt oxide [Co]=O.[Na]